8-(4-fluoro-3-(trifluoromethyl)phenyl)-2-(2-phenoxyacetyl)-1,3,4,12a-tetrahydrobenzo[e]pyrazino[1,2-a][1,4]diazepine-6,12(2H,11H)-dione FC1=C(C=C(C=C1)C1=CC2=C(NC(C3N(C2=O)CCN(C3)C(COC3=CC=CC=C3)=O)=O)C=C1)C(F)(F)F